ammonium monohydrogen pyrophosphate OP([O-])(=O)OP(=O)([O-])[O-].[NH4+].[NH4+].[NH4+]